8,9-difluoro-3-methyl-1-(methylamino)-1,3,4,5-tetrahydrobenzo[c][1,7]naphthyridin-6(2H)-one FC=1C(=CC2=C(C(NC=3CN(CC(C23)NC)C)=O)C1)F